tert-butyl 5-(4-((tert-butoxycarbonyl) amino) but-1-yn-1-yl)-4-(1-(difluoromethyl) cyclopropane-1-carboxamido)-1H-indole-1-carboxylate C(C)(C)(C)OC(=O)NCCC#CC=1C(=C2C=CN(C2=CC1)C(=O)OC(C)(C)C)NC(=O)C1(CC1)C(F)F